[Cu].[Zn].[Cu].[Si] silicon copper-zinc copper